tert-butyl (S)-(1-(3-(2-(3,3-difluorocyclobutoxy)pyridin-4-yl)-1,2,4-oxadiazol-5-yl)ethyl)carbamate FC1(CC(C1)OC1=NC=CC(=C1)C1=NOC(=N1)[C@H](C)NC(OC(C)(C)C)=O)F